Ammonium LaurylSulfate C(CCCCCCCCCCC)OS(=O)(=O)[O-].[NH4+]